tert-Butyl N-[4-[[2-(cycloButylamino)-4-pyridyl]oxy]-2-fluoro-phenyl]carbamate C1(CCC1)NC1=NC=CC(=C1)OC1=CC(=C(C=C1)NC(OC(C)(C)C)=O)F